The molecule is an acyl-CoA oxoanion arising from deprotonation of the phosphate and diphosphate OH groups of trans-tetradec-2-enoyl-CoA; major species at pH 7.3. It has a role as a human metabolite and a Saccharomyces cerevisiae metabolite. It is a monounsaturated fatty acyl-CoA(4-) and a 4-saturated trans-2-enoyl-CoA(4-). It is a conjugate base of a trans-tetradec-2-enoyl-CoA. CCCCCCCCCCC/C=C/C(=O)SCCNC(=O)CCNC(=O)[C@@H](C(C)(C)COP(=O)([O-])OP(=O)([O-])OC[C@@H]1[C@H]([C@H]([C@@H](O1)N2C=NC3=C(N=CN=C32)N)O)OP(=O)([O-])[O-])O